CC1(C2(NC3=CC=CC=C13)OC1=C(C=C2)C=C(C=C1OC)C#C)C 3',3'-Dimethyl-6-ethynyl-8-methoxy-Spiro[2H-1-benzopyran-2,2'-[2H]indole]